BrC=1C2(C3=CC(=CC=C3C1)F)CCC1(CC2)NC(NC1=O)=O bromo-6''-fluorodispiro[imidazolidine-4,1'-cyclohexane-4',1''-indene]-2,5-dione